((5-Fluoropyridin-2-yl)amino)-4-((2-methoxy-3-(1-methyl-1H-1,2,4-triazol-3-yl)phenyl)amino)-N-methylpyrimidine-5-carboxamide FC=1C=CC(=NC1)NC1=NC=C(C(=N1)NC1=C(C(=CC=C1)C1=NN(C=N1)C)OC)C(=O)NC